1-Hydroxyoctan-2-one OCC(CCCCCC)=O